C(CCCCC)N1N=C(N=N1)C=1C=C(C=CC1C(=O)OC)NC(=O)C1=CC=C(C=C1)C1=CC=C(C=C1)NC(=O)C=1C=CC=C2C=CC=C(C12)C(=O)O 8-[(4'-{[3-(2-hexyl-2H-1,2,3,4-tetrazol-5-yl)-4-(methoxycarbonyl)phenyl]carbamoyl}-[1,1'-biphenyl]-4-yl)carbamoyl]naphthalene-1-carboxylic acid